CC1(C(C(CC1)CC1=CC=C(C=C1)Cl)=O)C 2,2-dimethyl-5-(4-chlorobenzyl)-cyclopentane-1-one